OC(C)(C)C1N(C(OC1)(C)C)C(=O)OC(C)(C)C tert-Butyl 4-(2-hydroxypropan-2-yl)-2,2-dimethyl-1,3-oxazolidine-3-carboxylate